COC1=CC=C(C=C1)C(OC[C@]1(O[C@H](CN(C1)C(C)C)N1C(N=C(C=C1)NC(C1=CC=CC=C1)=O)=O)CO)(C1=CC=CC=C1)C1=CC=C(C=C1)OC N-[1-[(2R,6R)-6-[[bis(4-methoxyphenyl)-phenyl-methoxy]methyl]-6-(hydroxymethyl)-4-isopropyl-morpholin-2-yl]-2-oxo-pyrimidin-4-yl]benzamide